FC1=C(CN2C(C=3N(CCC2)N=CC3)=O)C=CC(=C1)O[C@@H](CCNC)C1=CC=CC=C1 (S)-5-(2-fluoro-4-(3-(methylamino)-1-phenylpropoxy)benzyl)-5,6,7,8-tetrahydro-4H-pyrazolo[1,5-a][1,4]diazepin-4-one